3-Nitro-2-[[3-(4-pyridyl)-1H-indazol-5-yl]amino]benzonitrile [N+](=O)([O-])C=1C(=C(C#N)C=CC1)NC=1C=C2C(=NNC2=CC1)C1=CC=NC=C1